6-chloro-7-((2R,4S)-2-(((3-chloropyridin-2-yl)oxy)methyl)-4-hydroxypyrrolidin-1-yl)-1-(6-(3-(dimethylamino)azetidin-1-yl)pyridin-3-yl)-4-oxo-1,4-dihydroquinoline-3-carboxylic acid ClC=1C=C2C(C(=CN(C2=CC1N1[C@H](C[C@@H](C1)O)COC1=NC=CC=C1Cl)C=1C=NC(=CC1)N1CC(C1)N(C)C)C(=O)O)=O